N-(4-((3S,5R)-3-amino-5-methylpiperidin-1-yl)pyridin-3-yl)-2,2',6,6'-tetrafluoro-3'-methoxy-[1,1'-biphenyl]-3-carboxamide dihydrochloride Cl.Cl.N[C@@H]1CN(C[C@@H](C1)C)C1=C(C=NC=C1)NC(=O)C=1C(=C(C(=CC1)F)C1=C(C(=CC=C1F)OC)F)F